trans-N-(4-((4-([1,1'-biphenyl]-3-yl)-5-fluoropyrimidin-2-yl)amino)cyclohexyl)-1'-(4-((2,6-dioxopiperidin-3-yl)amino)-2-fluorophenyl)-[1,4'-bipiperidine]-4-carboxamide C1(=CC(=CC=C1)C1=NC(=NC=C1F)N[C@@H]1CC[C@H](CC1)NC(=O)C1CCN(CC1)C1CCN(CC1)C1=C(C=C(C=C1)NC1C(NC(CC1)=O)=O)F)C1=CC=CC=C1